n-eicosylethylenediamine C(CCCCCCCCCCCCCCCCCCC)NCCN